C(C)SC=1C(=C(C=C(C1)N1CC2=CC=C(C=C2CC1)F)CO)[N+](=O)[O-] (3-(ethylsulfanyl)-5-(6-fluoro-3,4-dihydroisoquinolin-2(1H)-yl)-2-nitrophenyl)methanol